(2S,3R)-2-amino-3-(3-bromo-6-fluoro-2-methylphenyl)butyric acid N[C@H](C(=O)O)[C@H](C)C1=C(C(=CC=C1F)Br)C